3-bromo-1-(3-chloropyridine-2-yl)-N-[4,6-dichloro-3-fluoro-2-(methylcarbamoyl)phenyl]-1H-pyrazole-5-carboxamide BrC1=NN(C(=C1)C(=O)NC1=C(C(=C(C=C1Cl)Cl)F)C(NC)=O)C1=NC=CC=C1Cl